CC1=C(C=CN=C1CS(=O)C2=NC3=CC=CC=C3N2)OCCCOC The molecule is a member of benzimidazoles, a sulfoxide and a member of pyridines. It has a role as an EC 3.6.3.10 (H(+)/K(+)-exchanging ATPase) inhibitor and an anti-ulcer drug. It is a conjugate acid of a rabeprazole(1-).